C(C1=CC=CC=C1)OC=1C(C(=CC=CC1)Br)=O 2-benzyloxy-7-bromo-cyclohepta-2,4,6-trien-1-one